Cl.NC1CCN(CC1)C=1N(C(C(=C(N1)C1=CC(=C(C#N)C=C1)F)C1=CC(=C(C=C1)OC)F)=O)C 4-[2-(4-amino-piperidin-1-yl)-5-(3-fluoro-4-methoxy-phenyl)-1-methyl-6-oxo-1,6-dihydro-pyrimidin-4-yl]-2-fluorobenzonitrile hydrochloride